2-(1-(pyridine-2-yl)ethylidene)hydrazine-1-carbothioamide N1=C(C=CC=C1)C(C)=NNC(N)=S